CC1=NN=C2N1C(=C(C=C2)CC2CCC(CC2)C(=O)N2OCC[C@H]2C=2C=NC(=CC2)C)C [4-(3,5-Dimethyl-[1,2,4]triazolo[4,3-a]pyridin-6-ylmethyl)-cyclohexyl]-[(S)-3-(6-methyl-pyridin-3-yl)-isoxazolidin-2-yl]-methanone